C(C)(=O)N1CCN(CC1)C(CC1=C(C=2C=3CCCOC3C(=C(C2OC1=O)C=O)O)C)=O 2-(2-(4-acetylpiperazin-1-yl)-2-oxoethyl)-6-hydroxy-1-methyl-3-oxo-3,8,9,10-tetrahydropyrano[3,2-f]chromene-5-carbaldehyde